C(C1=CC=CC=C1)OC[C@H]1COC=2C(=CC=3C(OC(C3C2)=O)O)O1 (2S)-2-((benzyloxy)methyl)-8-hydroxy-2,3-dihydro-[1,4]dioxino[2,3-f]isobenzofuran-6(8H)-one